(3S)-3-({5-[(6S)-3,8,10-trifluoro-6H,11H-chromeno[4,3-b]indol-6-yl]-1,3,4-oxadiazol-2-yl}amino)pyrrolidin-2-one FC1=CC=C2C(=C1)O[C@@H](C1=C2NC2=C(C=C(C=C12)F)F)C1=NN=C(O1)N[C@@H]1C(NCC1)=O